tert-butyl (R)-(1-((1-ethyl-1H-pyrazol-3-yl)methoxy)propan-2-yl)carbamate C(C)N1N=C(C=C1)COC[C@@H](C)NC(OC(C)(C)C)=O